ClC1=CC(=C(C=C1)C(C)=O)C1=NC=NC(=C1)OC 1-(4-chloro-2-(6-methoxypyrimidin-4-yl)phenyl)ethanone